C(C)(C)(C)OC(=O)N1CCC(CC1)C1=C(C=CC=C1)CO 4-(2-hydroxymethylphenyl)piperidine-1-carboxylic acid tert-butyl ester